NC([C@H](CC=1C=NC=CC1)NC(=O)[C@H](CC(C)C)NC(=O)C=1NC2=CC=CC(=C2C1)OC)=O N-[(1S)-1-[[(1S)-2-amino-2-oxo-1-(3-pyridylmethyl)ethyl]carbamoyl]-3-methyl-butyl]-4-methoxy-1H-indole-2-carboxamide